ClC1=C(C(=CC=C1)F)C=1NC2=C(C3=C(N1)C=CC(=C3)C(=O)N)NN=C2 5-(2-chloro-6-fluorophenyl)-1,4-dihydrobenzo[d]pyrazolo[3,4-f][1,3]diazepine-9-carboxamide